CC=1C=C(C=C(C1OC=1C=C2C3(C(NC2=CC1)=O)CC3)C)NC(=O)C3=NOC(N3)=O N-(3,5-dimethyl-4-((2'-oxospiro[cyclopropane-1,3'-indolin]-5'-yl)oxy)phenyl)-5-oxo-4,5-dihydro-1,2,4-oxadiazole-3-carboxamide